C(C)OC1=NC=C(C=N1)C(CC(=O)O)N1N=CC2=CC(=CC=C12)OCCC1=NC=2NCCCC2C=C1 3-(2-ethoxypyrimidin-5-yl)-3-(5-(2-(5,6,7,8-tetrahydro-1,8-naphthyridin-2-yl)ethoxy)-1H-indazol-1-yl)propionic acid